NC=1C(=C(C#N)C=CC1)NC1=CC=CC=C1 3-amino-2-(phenylamino)benzonitrile